NC1=CC(=C(C=C1OC)N1CCN(CC1)C=1C=C2C(N(C(C2=CC1)=O)C1C(NC(CC1)=O)=O)=O)C=1C=NN(C1)C 5-(4-(4-amino-5-methoxy-2-(1-methyl-1H-pyrazol-4-yl)phenyl)piperazin-1-yl)-2-(2,6-Dioxopiperidin-3-yl)isoindoline-1,3-dione